2,5-difluoro-L-tyrosine FC1=C(C[C@H](N)C(=O)O)C=C(C(=C1)O)F